2-((1r,2s,3s)-2-bromo-3-hydroxy-4,4-dimethylcyclohexyl)isoindoline-1,3-dione Br[C@H]1[C@@H](CCC([C@@H]1O)(C)C)N1C(C2=CC=CC=C2C1=O)=O